2-amino-5-(5-chloro-2-fluorophenyl)-4-oxo-4,5-dihydrofuran-3-yl phenylmethanesulfonate C1(=CC=CC=C1)CS(=O)(=O)OC1=C(OC(C1=O)C1=C(C=CC(=C1)Cl)F)N